methyl-2-hydroxybenzylamine CNCC1=C(C=CC=C1)O